3-Nitro-4-{[2-(phenylthio)ethyl]amino}benzenesulfonamide [N+](=O)([O-])C=1C=C(C=CC1NCCSC1=CC=CC=C1)S(=O)(=O)N